2-(3-bromo-4-hydroxyphenyl)-3-((tert-butylamino)methylene)chroman-4-one methyl-1-((5-(1-(tert-butoxycarbonyl)azetidin-3-yl)-3,4-dimethylpyridin-2-yl)methyl)piperidine-4-carboxylate COC(=O)C1CCN(CC1)CC1=NC=C(C(=C1C)C)C1CN(C1)C(=O)OC(C)(C)C.BrC=1C=C(C=CC1O)C1OC2=CC=CC=C2C(C1=CNC(C)(C)C)=O